2-(4-methylthiophene-2-carboxamido)benzo[d]thiazole-6-carboxylic acid CC=1C=C(SC1)C(=O)NC=1SC2=C(N1)C=CC(=C2)C(=O)O